5-(2,6-dichloro-4-(6-(difluoromethyl)-3,5-dioxo-4,5-dihydro-1,2,4-triazin-2(3H)-yl)phenoxy)-2-hydroxy-N-(1-oxidothietan-3-yl)benzenesulfonamide ClC1=C(OC=2C=CC(=C(C2)S(=O)(=O)NC2CS(C2)=O)O)C(=CC(=C1)N1N=C(C(NC1=O)=O)C(F)F)Cl